(R)-8-(2-fluoro-4-methylphenyl)-9-(3-((1-(3-fluoropropyl)pyrrolidin-3-yl)oxy)phenyl)-6,7-dihydro-5H-benzo[7]annulene-3-carboxylic acid FC1=C(C=CC(=C1)C)C=1CCCC2=C(C1C1=CC(=CC=C1)O[C@H]1CN(CC1)CCCF)C=CC(=C2)C(=O)O